C(CCCCCCCC)(=O)OCC(COC(CCCCCCCC)=O)OC(=O)O[C@@H]1[C@](O[C@H](C1)N1C2=NC(=NC(=C2N=C1)N)F)(CO)C#C 2-(((((2R,3S,5R)-5-(6-amino-2-fluoro-9H-purin-9-yl)-2-ethynyl-2-(hydroxymethyl)tetrahydrofuran-3-yl)oxy)carbonyl)oxy)propane-1,3-diyl dinonanoate